C1(=C(C=CC=C1)N(C1=CC=C(C2=CC=C(N(C3=C(C=CC=C3)C3=CC=CC=C3)C3=C(C=CC=C3)C3=CC=CC=C3)C=C2)C=C1)C1=C(C=CC=C1)C1=CC=CC=C1)C1=CC=CC=C1 tetrakisbiphenylylbenzidine